N1N=CC=C1C1=NC=CC(=C1)C1=NOC(=N1)C(F)(F)F 3-(2-(1H-pyrazol-5-yl)pyridin-4-yl)-5-(trifluoromethyl)-1,2,4-oxadiazole